OC1=CC=C(CCC(C=C)=O)C=C1 p-hydroxybenzyl-butenone